C(CC)(=O)O.C(OC)(O)=O methyl carbonate propionate